FC1=C(C=CC(=C1)F)C1(CC1)NCC(=O)N1CC2CCC(C1)N2C2=CC(=NC=C2)C#N 4-(3-((1-(2,4-difluorophenyl)cyclopropyl)glycyl)-3,8-diazabicyclo[3.2.1]octan-8-yl)picolinonitrile